5-methyl-1H-pyrrole-3-carboxylic acid ethyl ester C(C)OC(=O)C1=CNC(=C1)C